CC1=NC(=CC=C1C1=NC=CC(=N1)C#N)NC1CNCC1 2-(2-methyl-6-(pyrrolidin-3-ylamino)pyridin-3-yl)pyrimidine-4-carbonitrile